C(C)C(COC(=O)OOC(=O)OCC(CCCC)CC)CCCC bis-(2-Ethylhexyl)peroxydicarbonate